(+-)-4-[2-(2-methoxy-4-methylsulfonyl-phenyl)azepan-1-yl]-6-methyl-pyrimidin-2-amine COC1=C(C=CC(=C1)S(=O)(=O)C)[C@@H]1N(CCCCC1)C1=NC(=NC(=C1)C)N |r|